5-(4-(Difluoromethoxy)phenyl)-2-oxo-6-(trifluoromethyl)-1,2-dihydropyridine-3-carboxamide FC(OC1=CC=C(C=C1)C=1C=C(C(NC1C(F)(F)F)=O)C(=O)N)F